4-fluoro-2'-hydroxy-4'-methoxy-3'-(hydroxyethylpiperazin-1-yl)methyl-chalcone FC1=CC=C(C=C1)\C=C\C(=O)C1=C(C(=C(C=C1)OC)CN1C(CNCC1)CCO)O